C(CCCCCCCCCCC)(=O)[O-].C(CCCCCCCCCCC)(=O)[O-].C(C)(=O)CC[Sn+2]CCC(C)=O bis(β-acetylethyl)tin dilaurate